N1N=NN=NC1=O pentazinone